N-{5-[3-(3,3-difluorocyclopentyl)-1,2,4-oxadiazol-5-yl]-4,5,6,7-tetrahydro[1,3]thiazolo[5,4-c]pyridin-2-yl}-N'-[(1r,3r)-3-hydroxycyclobutyl]urea FC1(CC(CC1)C1=NOC(=N1)N1CC2=C(CC1)N=C(S2)NC(=O)NC2CC(C2)O)F